S(SC(C(=O)O)CC(=O)O)C(C(=O)O)CC(=O)O 2,2'-disulfanediyldisuccinic acid